3-(2-fluoro-6-(2-oxopyrrolidin-1-yl)phenyl)urea FC1=C(C(=CC=C1)N1C(CCC1)=O)NC(N)=O